(Z)-1-acetyl-5-bromo-3-(methoxy(3-methoxy-4-nitrophenyl)methylene)indolin-2-one C(C)(=O)N1C(\C(\C2=CC(=CC=C12)Br)=C(\C1=CC(=C(C=C1)[N+](=O)[O-])OC)/OC)=O